Cl.NCCN1N=C2C(CN([C@@H](C2)C)C(C2=CC(=C(C=C2)Cl)Cl)=O)=C1C(=O)OCC Ethyl (6R)-2-(2-aminoethyl)-5-(3,4-dichlorobenzoyl)-6-methyl-4,5,6,7-tetrahydro-2H-pyrazolo-[4,3-c]pyridine-3-carboxylate hydrochloride